COC1=CC(=CC=C1O)O 6-methoxyquinol